N1CC(C1)C1=CC=C(N=N1)C1=C(C=C(C=C1)C=1N=CC=2N(C1)C=C(N2)C)O [6-(azetidin-3-yl)pyridazin-3-yl]-5-{2-methylimidazo[1,2-a]pyrazin-6-yl}phenol